ClC=1C(=NC=CC1C=1C(=C(C=CC1)NC(C1=NC=C(C=C1)CN1C[C@@H](CC1)O)=O)C)C1=CC(=C(C=C1)CNC[C@@H]1N(C(CC1)=O)C)OC N-(3-(3-chloro-2-(3-methoxy-4-(((((R)-1-methyl-5-oxopyrrolidin-2-yl)methyl)amino)methyl)phenyl)pyridin-4-yl)-2-methylphenyl)-5-(((R)-3-hydroxypyrrolidin-1-yl)methyl)picolinamide